C(C)C1C2C=CC1C=C2 7-Ethyl-2,5-Norbornadien